FC1(CC=C(CC1)C1=NC2=CC=CC=C2C=C1C(=O)NC(C)C)F (4,4-difluorocyclohex-1-en-1-yl)-N-isopropylquinoline-3-carboxamide